ClC=1C=CC(=C(C1)C1=NNC=C1C=1C=C2C=C(C=NC2=CC1)NCCN1CCN(CC1)C(C)C)F 6-[3-(5-chloro-2-fluoro-phenyl)-1H-pyrazol-4-yl]-N-[2-(4-isopropylpiperazin-1-yl)ethyl]quinolin-3-amine